2-{5-bromo-2-[2-(2-morpholin-4-yl-2-oxo-ethyl)-1,2,3,4-tetrahydro-isoquinolin-6-ylamino]-pyrimidin-4-ylamino}-N-methyl-benzamide BrC=1C(=NC(=NC1)NC=1C=C2CCN(CC2=CC1)CC(=O)N1CCOCC1)NC1=C(C(=O)NC)C=CC=C1